7-methoxy-4-(1-methyl-3-phenyl-1H-pyrazol-4-yl)quinazolin-6-yl (2R,3S)-2,3-dimethylmorpholine-4-carboxylate C[C@@H]1[C@@H](N(CCO1)C(=O)OC=1C=C2C(=NC=NC2=CC1OC)C=1C(=NN(C1)C)C1=CC=CC=C1)C